FC1(CN(C[C@H]1NS(=O)(=O)CF)C(=O)OC(C)(C)C)F tert-butyl (4R)-3,3-difluoro-4-[(fluoromethanesulfonyl)amino]pyrrolidine-1-carboxylate